(1,1-dioxo-1lambda6-thiolan-3-yl)methyl N-{[2-(2,6-dioxopiperidin-3-yl)-3-oxo-2,3-dihydro-1H-isoindol-5-yl]methyl}carbamate O=C1NC(CCC1N1CC2=CC=C(C=C2C1=O)CNC(OCC1CS(CC1)(=O)=O)=O)=O